FC=1C=CC(=C(C1)N1C(N([C@@H](C1)C#N)C1=CN=CC2=CC=CC=C12)=O)OC (S)-1-(5-fluoro-2-methoxyphenyl)-3-(isoquinolin-4-yl)-2-oxoimidazoline-4-carbonitrile